CC=1N(N=C2[C@H](CCCC12)C)CC(=O)N1[C@@H](C(=CC1)N1CCOCC1)C1=C(C(=CC=C1)OC)C 2-[(7S)-3,7-Dimethyl-4,5,6,7-tetrahydroindazol-2-yl]-1-[(2R)-2-(3-methoxy-2-methyl-phenyl)-3-morpholino-2,5-dihydropyrrol-1-yl]ethanone